FC1=C(C(=C(C(=C1C(C(F)(F)F)=O)F)F)F)F Octafluoroacetophenone